C(C=C)OCCOCCOCCOCCOCC=C TETRAETHYLENE GLYCOL DIALLYL ETHER